FC1=C(C(=N)N)C=C(C=C1)OC=1C(=C2C=CNC2=CC1F)SC 2-fluoro-5-((6-fluoro-4-(methylsulfanyl)-1H-indol-5-yl)oxy)benzamidine